NC1=CC=C(C=C1)N1C2=CC=CC=C2C=2C=CC=CC12 N-(4-amino-phenyl)carbazole